O1CCC(=CC1)C1=C(C=O)C=C(C=C1)[N+](=O)[O-] 2-(3,6-dihydro-2H-pyran-4-yl)-5-Nitrobenzaldehyde